2-cyclopropyl-8-[(1S,2S)-2-(2,4-difluorophenyl)cyclopropyl]-6-(2,4-dimethoxypyrimidin-5-yl)imidazo[1,2-b]pyridazine C1(CC1)C=1N=C2N(N=C(C=C2[C@@H]2[C@H](C2)C2=C(C=C(C=C2)F)F)C=2C(=NC(=NC2)OC)OC)C1